[Cl-].[Cs+].N[C@@H](C(=O)N1CCN(CC1)C)[C@@H](C)C1=C(C(=C(C=C1)[N+](=O)[O-])F)F (2R,3S)-2-amino-3-(2,3-difluoro-4-nitrophenyl)-1-(4-methylpiperazin-1-yl)butan-1-one cesium chloride